FC1=C2CN(C(C2=CC=C1CN1CCC(CC1)C1=NOC2=C1C=CC(=C2)F)=O)C2C(NC(CC2)=O)=O 3-(4-fluoro-5-((4-(6-fluorobenzo[d]isoxazol-3-yl)piperidin-1-yl)methyl)-1-oxoisoindolin-2-yl)piperidine-2,6-dione